2-((5-Methoxyquinolin-8-yl)carbamoyl)benzoic Acid COC1=C2C=CC=NC2=C(C=C1)NC(=O)C1=C(C(=O)O)C=CC=C1